tert-Butyl 4-[3-(2,8-dimethylimidazo[1,2-b]pyridazin-6-yl)-1-oxido-1,2,4-benzotriazin-1-ium-7-yl]-3,6-dihydro-2H-pyridine-1-carboxylate CC=1N=C2N(N=C(C=C2C)C=2N=[N+](C3=C(N2)C=CC(=C3)C=3CCN(CC3)C(=O)OC(C)(C)C)[O-])C1